decane-1-sulfonic acid sodium salt [Na+].C(CCCCCCCCC)S(=O)(=O)[O-]